ClC1=CC=C(C=C1)[C@H]([C@@H](C(=O)O)C)N1[C@@](C2=C(C=C(C=C2C1=O)[C@@](CC)(C1CCO1)O)F)(OC)C1=CC=C(C=C1)Cl (2S,3S)-3-(4-chlorophenyl)-3-[(1R)-1-(4-chlorophenyl)-7-fluoro-5-[(1S)-1-hydroxy-1-(oxetan-4-yl)propyl]-1-methoxy-3-oxo-2,3-dihydro-1H-isoindol-2-yl]-2-methylpropanoic acid